CNCCCCCCCC N-methyloctylamine